2-ethylpropane-2-sulfinamide C(C)C(C)(C)S(=O)N